(3,8-diazabicyclo[3.2.1]oct-3-yl)-5-methyl-5,8-dihydropteridine-6,7-dione C12CN(CC(CC1)N2)C2=NC=1NC(C(N(C1C=N2)C)=O)=O